OCC[C@H]1C=2N(C3=C(C(=N1)C1=CC=C(C=C1)C1=CC(=CC=C1)NC(=O)C=1OC4=C(C1)C=CC=C4)C(=C(S3)C)C)C(=NN2)C (S)-N-(4'-(6-(2-hydroxyethyl)-2,3,9-trimethyl-6H-thieno[3,2-f][1,2,4]triazolo[4,3-a][1,4]diazepin-4-yl)-[1,1'-biphenyl]-3-yl)benzofuran-2-carboxamide